C(CCCCCCC)C(COC(CCCCCCCNCCCCCCC(OCC(CCCCCCCCCCC)CCCCCCCCCCC)=O)=O)CCCCCCCC.BrC1=CC(=NC=C1)NC(=O)C1CC(C1)N1[C@@H]2CN([C@H](C1)C2)C N-(4-bromo-2-pyridinyl)-3-[(1S,4S)-5-methyl-2,5-diazabicyclo[2.2.1]heptan-2-yl]cyclobutanecarboxamide 2-octyldecyl-8-({7-oxo-7-[(2-undecyltridecyl)oxy]heptyl}amino)octanoate